sodium Pyrophosphate [O-]P([O-])(=O)OP(=O)([O-])[O-].[Na+].[Na+].[Na+].[Na+]